C(CCCCC)P(CCCCCCCC)(CCCCCC)=O dihexyl-octylphosphine oxide